4-(4-(8-Chloro-7-((2-methyl-1-((2-(trimethylsilyl)ethoxy)methyl)-1H-benzo[d]imidazol-6-yl)oxy)quinoxalin-2-yl)-1H-pyrazol-1-yl)cyclohexanone ClC=1C(=CC=C2N=CC(=NC12)C=1C=NN(C1)C1CCC(CC1)=O)OC=1C=CC2=C(N(C(=N2)C)COCC[Si](C)(C)C)C1